6-(4-(dimethylamino)phenyl)-2-((4-methoxybenzylidene)hydrazineylidene)tetrahydropyrimidin-4(1H)-one CN(C1=CC=C(C=C1)C1CC(NC(N1)=NN=CC1=CC=C(C=C1)OC)=O)C